6,7-Dimethoxy-1,5-naphthyridin-4-ol COC=1N=C2C(=CC=NC2=CC1OC)O